N-((3R,5R)-5-cyano-1-(7-(8-ethynyl-7-fluoro-3-hydroxynaphthalen-1-yl)-8-fluoro-2-((tetrahydro-1H-pyrrolizin-7a(5H)-yl)methoxy)pyrido[4,3-d]pyrimidin-4-yl)azepan-3-yl)acrylamide C(#N)[C@H]1C[C@H](CN(CC1)C=1C2=C(N=C(N1)OCC13CCCN3CCC1)C(=C(N=C2)C2=CC(=CC1=CC=C(C(=C21)C#C)F)O)F)NC(C=C)=O